(2S,5S,8S,13S,16S)-8-{[6-(2,5-dioxo-2,5-dihydro-1H-pyrrol-1-yl)hexanoyl]amino}-2,16-dimethyl-4,7,11,14-tetraoxo-5,13-di(propan-2-yl)-3,6,12,15-tetraazaheptadecane-1,17-dioic acid O=C1N(C(C=C1)=O)CCCCCC(=O)N[C@H](C(N[C@H](C(N[C@H](C(=O)O)C)=O)C(C)C)=O)CCC(N[C@H](C(N[C@H](C(=O)O)C)=O)C(C)C)=O